(2S,4R)-1-((S)-2-(cyclopentanecarboxamido)-3,3-dimethylbutanoyl)-4-hydroxy-N-(4-(4-methylthiazol-5-yl)benzyl)pyrrolidine-2-carboxamide C1(CCCC1)C(=O)N[C@H](C(=O)N1[C@@H](C[C@H](C1)O)C(=O)NCC1=CC=C(C=C1)C1=C(N=CS1)C)C(C)(C)C